4-[2-formyl-4-(trifluoromethyl)phenoxy]-3-methoxy-benzonitrile C(=O)C1=C(OC2=C(C=C(C#N)C=C2)OC)C=CC(=C1)C(F)(F)F